NC1=CC(=NC(=C1)NC1=C(C=CC=C1)OC)C(=O)NC1CC2=CC=CC=C2C1 4-Amino-N-(2,3-dihydro-1H-inden-2-yl)-6-((2-methoxyphenyl)amino)picolinamide